tert-butyl (2S,4R)-2-(hydroxymethyl)-4-(pyridin-2-yl)pyrrolidine-1-carboxylate OC[C@H]1N(C[C@@H](C1)C1=NC=CC=C1)C(=O)OC(C)(C)C